N1C(=CC2=CC=CC=C12)C(=O)N1CC=2N(CC1C)N=C(C2)NC(=O)C2COCC2 N-[5-(1H-indole-2-carbonyl)-6-methyl-4H,5H,6H,7H-pyrazolo[1,5-a]pyrazin-2-yl]oxolane-3-carboxamide